C1(CC2C(CC1)O2)CC[SiH2]C(OC)OC (3,4-epoxycyclohexyl)ethyldimethoxymethylsilane